(S)-4-(3-oxomorpholin-4-yl)-3-(4-methylphenyl)-N-((R)-1-(3-methyl-1,2,4-oxadiazol-5-yl)ethyl)-4,5-dihydro-1H-pyrazol-1-carboxamide O=C1N(CCOC1)[C@@H]1C(=NN(C1)C(=O)N[C@H](C)C1=NC(=NO1)C)C1=CC=C(C=C1)C